N,N-dimethyl-butanamide CN(C(CCC)=O)C